N-{(6S,7aS)-2-[4-(2-chloro-4-fluorophenyl)-1,2-benzoxazol-3-yl]-3-oxohexahydro-1H-pyrrolo[1,2-c]imidazol-6-yl}ethanesulfonamide ClC1=C(C=CC(=C1)F)C1=CC=CC2=C1C(=NO2)N2C(N1[C@H](C2)C[C@@H](C1)NS(=O)(=O)CC)=O